C(C1=CC=CC=C1)OC(=O)N[C@H](C(=O)N[C@H](C(=O)OC)C[C@H]1C(NCC1)=O)CC(C)C methyl (2S)-2-[[(2S)-2-(benzyloxycarbonylamino)-4-methyl-pentanoyl]amino]-3-[(3S)-2-oxopyrrolidin-3-yl]propanoate